CN(C)CC(=O)O N-methyl-sarcosine